5-(2-azaspiro[3.3]heptan-6-ylmethyl)-2,8-dimethylphthalazin-1(2H)-one C1NCC12CC(C2)CC2=C1C=NN(C(C1=C(C=C2)C)=O)C